N-(2-chloro-5-nitrophenyl)acrylamide ClC1=C(C=C(C=C1)[N+](=O)[O-])NC(C=C)=O